FC([C@@H]1C=2C=CC=NC2CCN1)F (S)-5-(difluoromethyl)-5,6,7,8-tetrahydro-1,6-naphthyridine